BrC1=C(C=CC=C1)CNC 1-(2-bromophenyl)-N-methylmethanamine